CC1=C(OC=2CCC3=CN(N=C3C21)CC2CCO2)C(=O)OCC ethyl 8-methyl-2-[(oxetan-4-yl) methyl]-4,5-dihydro-2H-furo[2,3-g]indazole-7-carboxylate